FC(/C(=N\C1=CC=CC=C1)/Cl)(F)F (E)-2,2,2-trifluoro-N-phenylacetimidoyl chloride